6-((2R,4S)-2-(2,5-difluorophenyl)-4-fluoropyrrolidin-1-yl)-3-((Z)-2-(1-(piperidin-4-yl)-1H-pyrazol-3-yl)vinyl)imidazo[1,2-b]pyridazine FC1=C(C=C(C=C1)F)[C@@H]1N(C[C@H](C1)F)C=1C=CC=2N(N1)C(=CN2)\C=C/C2=NN(C=C2)C2CCNCC2